COC1=NC=C(C2=C1N=CS2)C2CCOCC2 4-Methoxy-7-(tetrahydro-pyran-4-yl)-thiazolo[4,5-c]pyridin